OC1=C(NC2=CC=C(C=C12)OC)C(=O)O hydroxy-5-methoxyindole-2-carboxylic acid